NC/C=C/CNC(OCC=C)=O allyl N-[(E)-4-aminobut-2-enyl]carbamate